2-chloro-4-nitro-1-[3-(trifluoromethyl)phenoxy]benzene ClC1=C(C=CC(=C1)[N+](=O)[O-])OC1=CC(=CC=C1)C(F)(F)F